5-((2-hydroxyethyl)sulfonyl)-2-methoxybenzoic acid OCCS(=O)(=O)C=1C=CC(=C(C(=O)O)C1)OC